COC1=C2C(NC(=NC2=CC(=C1)OC)C1=CC(=C(OCC(=O)N)C(=C1)C)C)=O 2-[4-(5,7-dimethoxy-4-oxo-3,4-dihydro-quinazolin-2-yl)-2,6-dimethyl-phenoxy]-acetamide